3-(6-chloro-5-(3'-(hydroxymethyl)-[1,1'-biphenyl]-4-yl)-1H-indazol-3-yl)propanoic acid ClC1=C(C=C2C(=NNC2=C1)CCC(=O)O)C1=CC=C(C=C1)C1=CC(=CC=C1)CO